(R)-4-chloro-3-methyl-2'-(methylthio)-5',8'-dihydro-6'H-spiro[indene-1,7'-quinazolin]-4'-ol ClC1=C2C(=C[C@]3(CCC=4C(=NC(=NC4C3)SC)O)C2=CC=C1)C